tert-butyl (7-fluoro-4-oxo-4H-pyrido[1,2-a]pyrimidin-3-yl)carbamate FC=1C=CC=2N(C(C(=CN2)NC(OC(C)(C)C)=O)=O)C1